C(C(=C)C)(=O)OCCC[Si](OCCOC)(OCCOC)OCCOC 3-methacryloxypropyl-tris(methoxy-ethoxy)silane